ClC1=C(C=C(C=C1)N1C(CCCC12CCN(CC2)C2=NOC(=N2)[C@H]2[C@@H](C2)C(F)(F)F)=O)F 1-(4-chloro-3-fluorophenyl)-9-(5-((1R,2R)-2-(trifluoromethyl)cyclopropyl)-1,2,4-oxadiazol-3-yl)-1,9-diazaspiro[5.5]undecan-2-one